CC=1C=C(C=C(C1)C)NC(OC1=CC=CC=C1)=O phenyl (3,5-dimethylphenyl)carbamate